CCOC1=CC=CC2=CC=CC=C21 ethoxynaphthalene